2-(2-fluoro-6-(6-(trifluoromethyl)pyridin-3-yl)benzyl)-7-methoxyimidazo[1,2-c]quinazolin-5-amine FC1=C(CC=2N=C3N(C(=NC=4C(=CC=CC34)OC)N)C2)C(=CC=C1)C=1C=NC(=CC1)C(F)(F)F